C(CCCCCCCCCCCCCCCCCCC)OC(CCCCCCCCCCCCCCCCCCC)=O.COC1=CC=C(C=C1)C1(OC=CC1)CCCCC\C=C/C\C=C/C\C=C/C\C=C/CCCC(=O)O 2-(4-methoxyphenyl)-2,3-dihydrofuranarachidonic acid eicosyl-eicosanoate